3-ethyl-7-((4-(1-(4-methoxybenzyl)-1H-pyrazolo[3,4-b]pyridin-5-yl)-3,6-dihydropyridin-1(2H)-yl)methyl)-1,5-naphthyridin-2(1H)-one C(C)C=1C(NC2=CC(=CN=C2C1)CN1CCC(=CC1)C=1C=C2C(=NC1)N(N=C2)CC2=CC=C(C=C2)OC)=O